C(#N)C1(CC1)NS(=O)(=O)C=1C=C(C=2N(C1)C(=CN2)C=2SC(=NN2)C(F)F)N2C[C@H](OCC2)C (R)-N-(1-cyanocyclopropyl)-3-(5-(difluoromethyl)-1,3,4-thiadiazol-2-yl)-8-(2-methylmorpholino)imidazo[1,2-a]pyridine-6-sulfonamide